4-(5-(3,5-dimethylisoxazol-4-yl)-1-(1-(pyrimidin-2-yl)ethyl)-1H-pyrrolo[2,3-b]pyridin-3-yl)benzoic acid CC1=NOC(=C1C=1C=C2C(=NC1)N(C=C2C2=CC=C(C(=O)O)C=C2)C(C)C2=NC=CC=N2)C